1-(4-(2-(2,6-Dichlorophenyl)-3-(hydroxymethyl)imidazo[2,1-f][1,6]naphthyridin-9-yl)-1H-pyrazol-1-yl)-2-methylpropan-2-ol ClC1=C(C(=CC=C1)Cl)C=1N=C2C=3C=C(C=NC3C=CN2C1CO)C=1C=NN(C1)CC(C)(O)C